C(C)OC([C@H](NCC#C)C)=O |r| DL-alpha-methyl-propargyl-glycine ethyl ester